CN1N=CC(=C1)C1=NC=CC=C1 2-(1-methyl-1H-pyrazol-4-yl)pyridin